(S)-3-chloro-8,9,9a,10-tetrahydropyrimido[6',1':2,3]imidazo[1,5-c][1,3]oxazin-1(6H)-on ClC1=NC(N2C(N3COCC[C@H]3C2)=C1)=O